(2R)-3-[2-(4-cyclopropyl-6-methoxy-pyrimidin-5-yl)-4-[[4-[1-methyl-4-(trifluoromethyl)imidazol-2-yl]phenyl]methoxy]pyrimidin-5-yl]oxy-1,1,1-trifluoro-propan-2-amine C1(CC1)C1=NC=NC(=C1C1=NC=C(C(=N1)OCC1=CC=C(C=C1)C=1N(C=C(N1)C(F)(F)F)C)OC[C@H](C(F)(F)F)N)OC